[Xe](F)F xenon di-fluoride